(S)-2-Amino-6-(3-amino-3-oxopropyl)-7-oxo-6-phenyl-4,5,6,7-tetrahydrobenzo[b]thiophene-3-carboxamide NC1=C(C2=C(S1)C([C@](CC2)(C2=CC=CC=C2)CCC(=O)N)=O)C(=O)N